2-((2,6-Difluorobenzyl)(ethoxycarbonyl)amino)-4-((dimethylamino)methyl)-5-(4-(3-methoxyureido)phenyl)thiophene-3-carboxylic acid ethyl ester C(C)OC(=O)C1=C(SC(=C1CN(C)C)C1=CC=C(C=C1)NC(=O)NOC)N(C(=O)OCC)CC1=C(C=CC=C1F)F